sulfobiotin S(=O)(=O)(O)C(C(O)=O)CCC[C@@H]1SC[C@@H]2NC(=O)N[C@H]12